C(C)(C)(C)OC(=O)N1C(CN(CC1)C1=NC=C(C=C1)C(C(=O)OC)(C)C)(C)C 4-(5-(1-methoxy-2-methyl-1-oxopropan-2-yl)pyridin-2-yl)-2,2-dimethylpiperazine-1-carboxylic acid tert-butyl ester